2-fluoro-3-methylsulfanyl-4-(trifluoromethyl)benzoic acid FC1=C(C(=O)O)C=CC(=C1SC)C(F)(F)F